4-(8-(3-acrylamidoazepan-1-yl)-6-(((2S,4R)-4-fluoro-1,2-dimethylpyrrolidin-2-yl)methoxy)-2-oxo-2H-pyrimido[4,5-e][1,3]oxazin-3(4H)-yl)-5-ethynyl-6-fluoronaphthalen-2-yl isobutyrate C(C(C)C)(=O)OC1=CC2=CC=C(C(=C2C(=C1)N1C(OC2=C(C1)N=C(N=C2N2CC(CCCC2)NC(C=C)=O)OC[C@]2(N(C[C@@H](C2)F)C)C)=O)C#C)F